[(2R,3R,4S,5R)-3-[(tert-butyldimethylsilyl)oxy]-4-fluoro-5-(2-fluoro-6-{[(4-methoxyphenyl)diphenylmethyl]amino}purin-9-yl)oxolan-2-yl]methanol [Si](C)(C)(C(C)(C)C)O[C@@H]1[C@H](O[C@H]([C@H]1F)N1C2=NC(=NC(=C2N=C1)NC(C1=CC=CC=C1)(C1=CC=CC=C1)C1=CC=C(C=C1)OC)F)CO